4h,6h,7h-pyrazolo[3,2-c][1,4]oxazin-2-amine N1=C(C=C2COCCN21)N